[Na+].[Na+].CN1CCN(CCN(CC1)CC=1C=C(C=CC1O)S(=O)(=O)[O-])CC=1C=C(C=CC1O)S(=O)(=O)[O-] 3,3'-((7-methyl-1,4,7-triazonane-1,4-diyl)bis(methylene))bis(4-hydroxybenzenesulfonate) Disodium Salt